C(CCC)[Si](OCCOC)(OCCOC)CCCC di-n-butyl-bis-(2-methoxyethoxy)silane